C(C)(=O)OCC12C(CCC(C1(C)C)C2)C ACETOXYMETHYL-PINAN